ClC1=CC=C(C(=N1)OC)N 6-chloro-2-methoxypyridin-3-amine